methyl (2r,3s)-4-(2-(5-cyclopropyl-4,7-difluoro-3,3-dimethyl-2-oxoindol-1-yl) acetamido)-2,3-dimethylbutyrate C1(CC1)C=1C(=C2C(C(N(C2=C(C1)F)CC(=O)NC[C@H]([C@H](C(=O)OC)C)C)=O)(C)C)F